sorbamide C(\C=C\C=C\C)(=O)N